CC1=C[C@H]2C(=C(CCCC2(C)C)C)CC1 β-himachalene